C(C)N(C=NC1=C(C=C(C(=C1)F)C1(COC1)OC1=C(C=CC=C1)C(F)(F)F)C)C N-ethyl-N'-(5-fluoro-2-methyl-4-(3-(2-(trifluoromethyl)phenoxy)oxetan-3-yl)phenyl)-N-methylformimidamide